C(S)S Methandithiol